C(C)(C)SC1=CC=CC=2OC3=CC=CC=C3C(C12)=O Isopropylthio-xanthon